CC(C\C(=N/O)\C1=CC=CC=C1)=C (E)-3-methyl-1-phenylbut-3-en-1-one oxime